N-(7-morpholino-5-(((1s,4s)-4-(pyrimidin-2-ylamino)cyclohexyl)oxy)-1,6-naphthyridin-3-yl)propane-1-sulfonamide O1CCN(CC1)C1=NC(=C2C=C(C=NC2=C1)NS(=O)(=O)CCC)OC1CCC(CC1)NC1=NC=CC=N1